NC=1C(=NC(=CC1C)Cl)C(=O)OC methyl 3-amino-6-chloro-4-methylpicolinate